FC1=CC(=C(C=N1)CN(CCC=C)C)I N-((6-fluoro-4-iodopyridin-3-yl)methyl)-N-methylbut-3-en-1-amine